3-[(cyclopropylmethyl)amino]-4-[(6R)-2,2-difluoro-7-[(5-methoxy-7-methyl-1H-indol-4-yl)methyl]-7-azaspiro[3.5]nonan-6-yl]benzoic acid C1(CC1)CNC=1C=C(C(=O)O)C=CC1[C@H]1CC2(CC(C2)(F)F)CCN1CC1=C2C=CNC2=C(C=C1OC)C